FC(OC1=CC=C(C=C1)C(CCC=C)F)(F)F 5-(4-trifluoromethoxyphenyl)-5-fluoro-1-pentene